N1(CCCC1)C=1C=NC=CC1N1S(C2=C(C1)C(=CC=C2)F)(=O)=O N-(3-(pyrrolidin-1-yl)pyridin-4-yl)-4-fluorobenzo[d]isothiazol-1,1-dioxide